Cl.FC(C=1C=C(C=2C=CC=NC2C1)N)(F)F 7-(trifluoromethyl)quinolin-5-amine hydrochloride